(s)-2-[4-(3,4-Dichlorobenzamido)piperidinyl]Benzothiazole-6-carboxylic acid ethyl ester C(C)OC(=O)C1=CC2=C(N=C(S2)N2CCC(CC2)NC(C2=CC(=C(C=C2)Cl)Cl)=O)C=C1